BrC1=CC(=C(\C=N\NC(=O)C=2OC3=C(C2C)C(=CC=C3)O)C=C1)O (E)-N'-(4-bromo-2-hydroxybenzylidene)-4-hydroxy-3-methylbenzofuran-2-carbohydrazide